BrC=1C=C(C=2N(C1)N=CC2C(=O)Cl)OC 6-bromo-4-methoxypyrazolo[1,5-a]pyridine-3-carbonyl chloride